1-[5-(5-chloro-2-methoxypyridin-4-yl)-1H-pyrazole-3-carbonyl]-N-(2,3-difluorophenyl)piperidine-4-carboxamide ClC=1C(=CC(=NC1)OC)C1=CC(=NN1)C(=O)N1CCC(CC1)C(=O)NC1=C(C(=CC=C1)F)F